4-oxo-4-((12-(oleoyloxy)octadec-9-en-1-yl)oxy)butanoic acid O=C(CCC(=O)O)OCCCCCCCCC=CCC(CCCCCC)OC(CCCCCCC\C=C/CCCCCCCC)=O